C(C)N1C(C(CC1)C1=CC=2C(=NC=CC2NC=2C=CC3=C(N=CS3)C2F)S1)C N-(2-(1-ethyl-2-methylpyrrolidin-3-yl)thieno[2,3-B]pyridin-4-yl)-4-fluorobenzo[d]thiazol-5-amine